C(C1=CC=CC=C1)N1N=C(C2=CC(=CC=C12)Br)O 1-Benzyl-5-bromo-1H-indazol-3-ol